2-((3-Aminopropyl)amino)ethan-1-ol NCCCNCCO